(alphaS)-alpha-methyl-4-(2-methylpropyl)-phenyl-acetic acid 3-amino-propyl ester NCCCOC([C@@H](C)C1=CC=C(C=C1)CC(C)C)=O